C(CCCCCCC\C=C/CCCCCCCC)(=O)OCC(COC(CCCCCCC\C=C/CCCCCCCC)=O)C(C(=O)[O-])(CC(=O)[O-])C[C@H]1CNC[C@@H](O1)N1C(NC(C(=C1)C)=O)=O 1,3-bis(oleoyloxy)propan-2-yl[{(2S,6R)-6-(5-methyl-2,4-dioxo-3,4-dihydropyrimidin-1(2H)-yl)morpholin-2-yl}methyl]succinate